C(C(=C)C)(=O)OC(CCCCC)CCC1CO1 6-epoxydecyl methacrylate